C(#N)CO[C@H]1C[C@H](N(C1)C(=O)OC(C)(C)C)C(=O)OC 1-(tert-butyl) 2-methyl (2S,4S)-4-(cyanomethoxy)pyrrolidine-1,2-dicarboxylate